C=1N=C(N2C1C=CC=C2)[C@H]2CN(CCC2)C(=O)OC(C)(C)C tert-butyl (R)-3-(imidazo[1,5-a]pyridin-3-yl)piperidine-1-carboxylate